(S,E)-1-((6-chloro-1-((7-fluoro-4-isobutyl-3H-imidazo[4,5-c]pyridin-2-yl)methyl)-2-oxo-1,2-dihydropyridin-3-yl)amino)-7-(dimethylamino)-1,7-dioxohept-5-en-2-yl dimethylcarbamate CN(C(O[C@H](C(=O)NC=1C(N(C(=CC1)Cl)CC1=NC2=C(C(=NC=C2F)CC(C)C)N1)=O)CC\C=C\C(=O)N(C)C)=O)C